palladium di-tert-butyl[3,6-dimethoxy-2',4',6'-tri(propan-2-yl)biphenyl-2-yl]phosphane C(C)(C)(C)P(C1=C(C(=CC=C1OC)OC)C1=C(C=C(C=C1C(C)C)C(C)C)C(C)C)C(C)(C)C.[Pd]